[Au].[Cu].[Au].[Ta] tantalum-gold-copper-gold